C(CCCCCCCCCCCC)(=O)O.FC=1C=NN(C1)CC1CN(CCC1)CC1=CN=C(S1)NC(C)=O N-(5-((3-((4-fluoro-1H-pyrazol-1-yl)methyl)piperidin-1-yl)methyl)thiazol-2-yl)acetamide tridecanoate